C(CC=C)N1C(C2=C(C(=C1)C=1C=C(C3=C(NC=N3)C1)C(=O)N1CCOCC1)C=CN2S(=O)(=O)C2=CC=C(C)C=C2)=O 6-(but-3-en-1-yl)-4-(4-(morpholine-4-carbonyl)-1H-benzo[d]imidazol-6-yl)-1-tosyl-1H-pyrrolo[2,3-c]pyridin-7(6H)-one